C1(CC1)N=S(=O)(C(F)(F)F)C=1C=CC2=C(N=C(O2)C2=C(C=C(C=N2)C2(CC2)C#N)S(=O)(=O)CC)C1 1-[6-[5-[N-cyclopropyl-S-(trifluoromethyl)sulfonimidoyl]-1,3-benzoxazol-2-yl]-5-ethylsulfonyl-3-pyridyl]cyclopropanecarbonitrile